C(C=CCCC)(=O)OC METHYL 2-HEXENOATE